1,1,2,3,3,3-Hexafluoro-1-(2,2,3,3,3-pentafluoropropoxy)propane FC(C(C(F)(F)F)F)(OCC(C(F)(F)F)(F)F)F